CN(CCS(=O)(=NCC1=CC=C(C=C1)C1=NOC(=N1)C(F)(F)F)C)C (2-(dimethylamino)ethyl)(methyl)((4-(5-(trifluoromethyl)-1,2,4-oxadiazol-3-yl)benzyl)imino)-λ6-sulfanone